Cl.COC=1C=C(C(=O)NC)C=CC1NCC#CC=1N(C2=CC=CC(=C2C1)NC1CCNCC1)CC(F)(F)F 3-methoxy-N-methyl-4-((3-(4-(piperidin-4-ylamino)-1-(2,2,2-trifluoroethyl)-1H-indol-2-yl)prop-2-yn-1-yl)amino)benzamide hydrochloride